C1=COP=C1 oxaphosphole